2-(3-(1H-pyrazol-3-yl)piperidin-1-yl)-N-(5-(3-fluorophenoxy)thiazol-2-yl)propanamide N1N=C(C=C1)C1CN(CCC1)C(C(=O)NC=1SC(=CN1)OC1=CC(=CC=C1)F)C